ClC=1C=C(C=CC1C)N1C=2C=CC=CC2C=2C3=C(C(=CC12)C1=C(C=C(C=C1C)C)C)C=CC=C3 7-(3-chloro-4-methylphenyl)-5-mesityl-7H-benzo[c]carbazole